4-[2-(2,2-difluoroethoxy)ethyl-[4-(5,6,7,8-tetrahydro-1,8-naphthyridin-2-yl)butyl]amino]-2-[[2,5-dimethylpyrrolidine-1-carbonyl]amino]butanoic acid FC(COCCN(CCC(C(=O)O)NC(=O)N1C(CCC1C)C)CCCCC1=NC=2NCCCC2C=C1)F